N-(5-methoxy-pyrazin-2-yl)-acetamide COC=1N=CC(=NC1)NC(C)=O